ClC1=C(C(=NC(=C1)Cl)C(=O)OC)OC methyl 4,6-dichloro-3-methoxypicolinate